CC1=C(C=2N(C=C1C=1NC3=CC=C(C=C3C1C(C)C)C1CCN(CC1)CC(=O)N(C)C)C=CN2)C 2-(4-(2-(7,8-dimethylimidazo[1,2-a]pyridin-6-yl)-3-isopropyl-1H-indol-5-yl)piperidin-1-yl)-N,N-dimethylacetamide